(4-{[2-(2H3)methyl-(2H6)propan-2-yl]oxy}phenyl)methanamine C(C(C([2H])([2H])[2H])(C([2H])([2H])[2H])OC1=CC=C(C=C1)CN)([2H])([2H])[2H]